ClC1=CC=C(CCN[C@H](C(=O)C2=CN=C3N2C=CC=C3)C3=CC=CC=C3)C=C1 |r| (S)- and (R)-2-((4-chloro-phenethyl)amino)-1-(imidazo[1,2-a]pyridin-3-yl)-2-phenylethan-1-one